[Cl-].C(CCCCCCC\C=C/CCCCCCCC)(=O)C(C[N+](C)(C)C)CC(CCCCCCC\C=C/CCCCCCCC)=O 2,3-dioleoyl-propyl-trimethyl-ammonium chloride